C(C1CO1)N(C1=CC(=CC=C1)OCC1CO1)CC1CO1 N,N-Diglycidyl-meta-glycidyloxyanilin